CC=1C=C(C(=O)NC=2C=C(C=C(C2)C2=CC=CC=C2)C(=O)O)C=CC1 5-(3-Methylbenzamido)-[1,1'-biphenyl]-3-carboxylic acid